N-(4-(2-(2-aminopyridin-3-yl)-5-phenyl-3H-imidazo[4,5-b]pyridin-3-yl)phenyl)-3-(4-formyl-3-hydroxyphenyl)-N-methylpropanamide NC1=NC=CC=C1C1=NC=2C(=NC(=CC2)C2=CC=CC=C2)N1C1=CC=C(C=C1)N(C(CCC1=CC(=C(C=C1)C=O)O)=O)C